(R)-7-(1-(1H-imidazol-4-yl)ethyl)-5-fluoro-2,3-dihydro-1H-inden-1-one N1C=NC(=C1)[C@H](C)C=1C=C(C=C2CCC(C12)=O)F